OC(CC(C(=O)N)CCCCCCCCCC)O dihydroxyethyl-lauramide